FC1=NC=CC=C1C1=NC(=NC=C1)N[C@@H]1CN(C[C@@H](C1)C)C(=O)OCC1=CC=CC=C1 Benzyl (3S,5R)-3-((4-(2-fluoropyridin-3-yl)pyrimidin-2-yl)amino)-5-methylpiperidine-1-carboxylate